C(C)C1=C2C(=CC(=CC2=CC=C1F)O)C1=C(C=2N=C(N=C(C2C=N1)N1CC(CCC1)C1COCC1)OC[C@]12CCCN2C[C@@H](C1)F)F 5-ethyl-6-fluoro-4-(8-fluoro-2-(((2R,7aS)-2-fluorohexahydro-1H-pyrrolizin-7a-yl)methoxy)-4-(3-(tetrahydrofuran-3-yl)piperidin-1-yl)pyrido[4,3-d]pyrimidin-7-yl)naphthalen-2-ol